germanium-zinc indium [In].[Zn].[Ge]